(S)-2-((((9H-fluoren-9-yl)methoxy)carbonyl)amino)-3-(4'-bromo-[1,1'-biphenyl]-4-yl)propanoic acid C1=CC=CC=2C3=CC=CC=C3C(C12)COC(=O)N[C@H](C(=O)O)CC1=CC=C(C=C1)C1=CC=C(C=C1)Br